SCCSC(CSSSCC(CS)SCCS)CS bis(2-(2-mercaptoethylthio)-3-mercaptopropylthio) sulfide